C(C1=CC=CC=C1)OC(=O)C=1SC=C(C1)C1=C(C=CC(=C1)[C@@H](C)N[S@@](=O)C(C)(C)C)OC 4-[5-[(1R)-1-[[(S)-tert-butylsulfinyl]amino]ethyl]-2-methoxy-phenyl]thiophene-2-carboxylic acid benzyl ester